5-[7-[[6-[(2R,6R)-2,6-dimethylmorpholin-4-yl]pyridazin-3-yl]amino]-3-methylimidazo[4,5-b]pyridin-5-yl]oxy-4-methyl-pyridine-2-carbonitrile C[C@@H]1CN(C[C@H](O1)C)C1=CC=C(N=N1)NC1=C2C(=NC(=C1)OC=1C(=CC(=NC1)C#N)C)N(C=N2)C